N1(CCCCCC1)C1=NC(=NC2=C(C(=C(C=C12)Cl)Br)F)Cl 4-(azepan-1-yl)-7-bromo-2,6-dichloro-8-fluoroquinazoline